[Si](C)(C)(C(C)(C)C)OC1CCC(CC1)N1N=CC(=C1C)C=1C=C(C=2N(C1)N=CC2C#N)O[C@H](C)C2=NC=C(C=C2)F 6-[1-[4-[tert-butyl(dimethyl)silyl]oxycyclohexyl]-5-methyl-pyrazol-4-yl]-4-[(1R)-1-(5-fluoro-2-pyridyl)ethoxy]pyrazolo[1,5-a]pyridine-3-carbonitrile